O=C1C=C(N=CN1C[C@H]1CCN(CC12CCCC2)C(=O)N2[C@@H](C[C@@H](CC2)NC(OC(C)(C)C)=O)C2=CC=CC=C2)C2=CC=CC=C2 tert-butyl ((2S,4R)-1-((S)-10-((6-oxo-4-phenylpyrimidin-1(6H)-yl)methyl)-7-azaspiro[4.5]decane-7-carbonyl)-2-phenylpiperidin-4-yl)carbamate